F[P-](F)(F)(F)(F)F.N1=C(C=CC=C1)C1=C(C=CC=C1)[Ir+]C1=C(C=CC=C1)C1=NC=CC=C1 bis[(2-pyridyl)phenyl]iridium(III) hexafluorophosphate